CC(=CCCOC1=C(C=C(C=O)C=C1)OCC)CCC=C(C)C 4-((4,8-Dimethylnon-3,7-dien-1-yl)oxy)-3-ethoxybenzaldehyde